3-cyanomethyl-2-(4-methoxyphenyl)indazole C(#N)CC=1N(N=C2C=CC=CC12)C1=CC=C(C=C1)OC